5-(5-phenyl-2-furyl)-2-isopropyl-benzene-1,3-diol C1(=CC=CC=C1)C1=CC=C(O1)C=1C=C(C(=C(C1)O)C(C)C)O